8'-((3S,5R)-4-acryloyl-3,5-dimethylpiperazin-1-yl)-11'-(2-cyclopropylphenyl)-10'-(trifluoromethyl)-2'H,4'H,6'H-spiro[cyclobutane-1,3'-[1,4]thiazepino[2,3,4-ij]quinazolin]-6'-one C(C=C)(=O)N1[C@H](CN(C[C@H]1C)C1=NC(N2C3=C(C(=C(C=C13)C(F)(F)F)C1=C(C=CC=C1)C1CC1)SCC1(C2)CCC1)=O)C